(3S,4R)-1-(4-aminopyrimidin-2-yl)-3-fluoro-piperidin-4-ol NC1=NC(=NC=C1)N1C[C@@H]([C@@H](CC1)O)F